3-((2-((4-(3-(6-(4-amino-4-methylpiperidin-1-yl)-1H-pyrazolo[3,4-b]pyrazin-3-yl)-2-chlorophenyl)piperazin-1-yl)methyl)phenyl)amino)piperidine-2,6-dione NC1(CCN(CC1)C1=CN=C2C(=N1)NN=C2C=2C(=C(C=CC2)N2CCN(CC2)CC2=C(C=CC=C2)NC2C(NC(CC2)=O)=O)Cl)C